NCC1=CC=C(C=C1)NC(=O)C=1SC=C(N1)C=1CCNCC1 N-[4-(aminomethyl)phenyl]-4-(1,2,3,6-tetrahydropyridin-4-yl)-1,3-thiazole-2-carboxamide